4-((1R,3r,5S,6r)-6-(3-(5-(difluoromethoxy)pyridin-3-yl)-1-isopropyl-1H-1,2,4-triazol-5-yl)bicyclo[3.1.0]hexan-3-yl)-1,4-oxaazepane FC(OC=1C=C(C=NC1)C1=NN(C(=N1)C1[C@H]2CC(C[C@@H]12)N1CCOCCC1)C(C)C)F